5-(2-Isopropyl-4-methoxy-5-[1,2,4]oxadiazol-3-yl-phenoxy)-pyrimidine-2,4-diamine C(C)(C)C1=C(OC=2C(=NC(=NC2)N)N)C=C(C(=C1)OC)C1=NOC=N1